3-phosphoglyceraldehyde P(=O)(O)(O)OCC(C=O)O